N1=NN(C2=NC=CC=C21)C2=CC=C(C(=O)N(C1=NC=CC3=CC=CC(=C13)C)[C@H]1CN(CCC1)C(=O)OC(C)(C)C)C=C2 tert-butyl (R)-3-(4-(3H-[1,2,3]triazolo[4,5-b]pyridin-3-yl)-N-(8-methylisoquinolin-1-yl)benzamido)piperidine-1-carboxylate